C(C)(C)(C)OC(=O)N1CCC2(CC(C2)N2CCC(CC2)N2N=C(C=3C2=NC=NC3N)C3=CC=C(C=C3)OC3=CC=CC=C3)CC1 2-(4-(4-amino-3-(4-phenoxyphenyl)-1H-pyrazolo[3,4-d]pyrimidin-1-yl)piperidin-1-yl)-7-azaspiro[3.5]nonane-7-carboxylic acid tert-butyl ester